C(C=C)(=O)OCCN1C(C=CC1=O)=O N-(2-acryloyloxyethyl)maleimide